FC1=C(C(=CC(=C1)OC)F)N1C(=NC(=C1)C=1SC=CN1)NC(C1=CC=C(C=C1)OC(F)F)=O N-[1-(2,6-Difluoro-4-methoxyphenyl)-4-(1,3-thiazol-2-yl)-1H-imidazol-2-yl]-4-(difluoromethoxy)benzamide